FC(C12CC(C1)(C2)C2=NC=NC1=NC=CN=C21)(F)F 4-(3-(trifluoromethyl)bicyclo[1.1.1]pentan-1-yl)pteridine